4-[1-[4-[(2,6-dioxo-3-piperidyl)amino]-2-(trifluoromethyl)phenyl]-4-piperidyl]piperidine-1-carboxylic acid tert-butyl ester C(C)(C)(C)OC(=O)N1CCC(CC1)C1CCN(CC1)C1=C(C=C(C=C1)NC1C(NC(CC1)=O)=O)C(F)(F)F